C(C)(C)N1C(N(C(C1=O)C(C)C)C=1N=C2N(CCOC3=C2C=CC(=C3)N3[C@@H](CCC3)C(=O)N)C1)=O (2S)-1-(2-(3,5-diisopropyl-2,4-dioxoimidazolidin-1-yl)-5,6-dihydrobenzo[f]imidazo[1,2-d][1,4]oxazepin-9-yl)pyrrolidine-2-carboxamide